(Z)-fumarate C(\C=C/C(=O)[O-])(=O)[O-]